N1CCC(CC1)N1C(OCC1=O)=O 3-(piperidin-4-yl)oxazolidine-2,4-dione